Cl.FC=1C=C(C=CC1C(N([C@H]1CNCCC1)C1=NC=CC2=CC=CC(=C12)C)=O)N1N=NC=2C1=NC(=CC2)C(=O)NC (R)-3-(3-fluoro-4-((8-methylisoquinolin-1-yl)(piperidin-3-yl)carbamoyl)phenyl)-N-methyl-3H-[1,2,3]triazolo[4,5-b]pyridine-5-carboxamide HCl